Thiopyran-2-carboxylic acid ethyl ester C(C)OC(=O)C1SC=CC=C1